tert-butyl((1-(5-((5-chloro-3-(3-(fluorosulfonyl)benzyl)-2-methyl-4-oxo-3,4-dihydroquinazoline-6-yl)thio)pyrazin-2-yl)-4-methylpiperidin-4-yl)methyl)carbamate C(C)(C)(C)OC(NCC1(CCN(CC1)C1=NC=C(N=C1)SC=1C(=C2C(N(C(=NC2=CC1)C)CC1=CC(=CC=C1)S(=O)(=O)F)=O)Cl)C)=O